10-(4-cyclobutylphenyl)-6-(2,6-dimethylphenyl)-2,2-dioxo-9-oxa-2λ6-thia-3,5,12,19-tetrazatricyclo[12.3.1.14,8]nonadeca-1(18),4(19),5,7,14,16-hexaen-13-one C1(CCC1)C1=CC=C(C=C1)C1OC2=CC(=NC(NS(C=3C=CC=C(C(NC1)=O)C3)(=O)=O)=N2)C2=C(C=CC=C2C)C